OC1=C(C=CC(=C1)O)C=1N=C(SC1)CC(=O)N (4-(2,4-dihydroxyphenyl)thiazol-2-yl)acetamide